CC1OC(C(C(C(CC(CC(CN(C1)C)C)C)C)=O)(C)C)=O 2,4,6,8,10,12,12-heptamethyl-1-oxa-4-azacyclotridecane-11,13-dione